[N+](=O)([O-])C1=CC=C(S1)C(=O)NC1=C2C(=NC(=N1)C1=CC=C(C=C1)C(C)(C)CC)N(N=C2)C2=CC=C(C=C2)OC(F)(F)F 5-nitro-N-(6-(4-(tert-amyl)phenyl)-1-(4-(trifluoromethoxy)phenyl)-1H-pyrazolo[3,4-d]pyrimidin-4-yl)thiophene-2-carboxamide